FC1(CC1)C1=NC2=CC=C(C=C2C(=N1)N1CCN(CC1)C1=NC=CC=C1OC)N(CCO)C 2-({2-(1-Fluoro-cyclopropyl)-4-[4-(3-methoxy-pyridin-2-yl)-piperazin-1-yl]-quinazolin-6-yl}-methyl-amino)-ethanol